ClC1=NC(=C(C=C1C#N)F)NC1=CC2=C(N(C(N2CCC(C)(C)O)=O)C)C=C1 2-chloro-5-fluoro-6-[[3-(3-hydroxy-3-methyl-butyl)-1-methyl-2-oxo-benzimidazol-5-yl]amino]pyridine-3-carbonitrile